NC([C@H](CCC(=O)OC(C)(C)C)N1C(C2=C(C=C3C(=C2C1)OCC31CCN(CC1)C(=O)OC(C)(C)C)Cl)=O)=O tert-butyl (S)-7-(1-amino-5-(tert-butoxy)-1,5-dioxopentan-2-yl)-5-chloro-6-oxo-7,8-dihydro-2H,6H-spiro[furo[2,3-e]isoindole-3,4'-piperidine]-1'-carboxylate